2-cyclohexyl-N1-(3-morpholinopropyl)-N4-(2,2,2-trifluoro-1-phenylethyl)benzene-1,4-diamine C1(CCCCC1)C1=C(C=CC(=C1)NC(C(F)(F)F)C1=CC=CC=C1)NCCCN1CCOCC1